N-((1S,4r)-4-((S)-2-hydroxypropoxy)cyclohexyl)-5-(1H-imidazol-1-yl)-1H-pyrazolo[3,4-c]pyridine-7-carboxamide O[C@H](COC1CCC(CC1)NC(=O)C=1N=C(C=C2C1NN=C2)N2C=NC=C2)C